4-(4-benzhydryl-piperazin-1-yl)-6-chloro-1-methyl-2-oxo-1,2-dihydro-1,5-naphthyridine-3-carbonitrile C(C1=CC=CC=C1)(C1=CC=CC=C1)N1CCN(CC1)C1=C(C(N(C2=CC=C(N=C12)Cl)C)=O)C#N